COC=1C=C(C=CC1)CO 3-methoxy-phenyl-meth-anol